C1(CC1)S(=O)(=O)N1CCC(CC1)NC1=NC=C(C(=N1)C=1C=C2C(=CC(=NC2=C(C1)F)C)[C@@H](C)NC(OC(C)(C)C)=O)F |r| (±)-Tert-butyl (1-(6-(2-((1-(cyclopropylsulfonyl)piperidin-4-yl)amino)-5-fluoropyrimidin-4-yl)-8-fluoro-2-methylquinolin-4-yl)ethyl)carbamate